BrC1=CC2=C(N=CN=C2N2CCN(CC2)CC=2C=C3C(N(C(C3=CC2)=O)N2C(NC(CC2)=O)=O)=O)S1 5-((4-(6-bromothieno[2,3-d]pyrimidin-4-yl)piperazin-1-yl)methyl)-2-(2,4-dioxotetrahydropyrimidin-1(2H)-yl)isoindoline-1,3-dione